ClC1=CC=C(C=2N1N=CN2)C=2C=1N(C(=NC2)NCC2=C(C=CC3=C2CCO3)F)C=NN1 8-(5-chloro-[1,2,4]triazolo[1,5-a]pyridin-8-yl)-N-((5-fluoro-2,3-dihydrobenzofuran-4-yl)methyl)-[1,2,4]triazolo[4,3-c]pyrimidin-5-amine